(1s,4s)-4-((3-aminopyridin-4-yl)oxy)-N,N-dimethylcyclohexanecarboxamide NC=1C=NC=CC1OC1CCC(CC1)C(=O)N(C)C